1-(3-fluoropyrazin-2-yl)-1H-pyrazol-3-amine FC=1C(=NC=CN1)N1N=C(C=C1)N